O-Benzyl-N-((S)-3-(((benzyloxy)carbonyl)amino)-2-((S)-2-cyclohexyl-2-((S)-4-methyl-2-(methylamino)pentanamido)acetamido)propanoyl)-L-allothreonine C(C1=CC=CC=C1)O[C@H]([C@H](NC([C@H](CNC(=O)OCC1=CC=CC=C1)NC([C@@H](NC([C@H](CC(C)C)NC)=O)C1CCCCC1)=O)=O)C(=O)O)C